(Z)-4-Bromo-2-chloro-6-fluorobenzaldehyde oxime BrC1=CC(=C(\C=N/O)C(=C1)F)Cl